1-(tert-butyl) 4-ethyl 2-methyl-3-oxopiperidine-1,4-dicarboxylate CC1N(CCC(C1=O)C(=O)OCC)C(=O)OC(C)(C)C